C(OC1=C(C=CC=C1)CCCC)(OC1=C(C=CC=C1)CCCC)=O di(n-butylphenyl) carbonate